6-cyclopropyl-7-(2-fluoro-5-methyl-Phenyl)-1-(2-isopropyl-4-methylpyridin-3-yl)pyrido[2,3-d]pyrimidin-2(1H)-one C1(CC1)C1=CC2=C(N(C(N=C2)=O)C=2C(=NC=CC2C)C(C)C)N=C1C1=C(C=CC(=C1)C)F